4-Chloro-7-{(3S)-3-[4-(4-formylpiperidin-1-yl)phenyl]piperidin-1-yl}-1H-indazole-3-carbonitrile ClC1=C2C(=NNC2=C(C=C1)N1C[C@@H](CCC1)C1=CC=C(C=C1)N1CCC(CC1)C=O)C#N